(5R)-3,3-difluoro-5-(3-methyl-2-oxopyrrolidin-1-yl)piperidine-1-carboxylic acid FC1(CN(C[C@@H](C1)N1C(C(CC1)C)=O)C(=O)O)F